COC(CC1=CC(=CC(=C1)CBr)CBr)=O 2-(3,5-bis(bromomethyl)phenyl)acetic acid methyl ester